2-[[5-(ethylsulfonimidoyl)-6-[8-(2,2,3,3,3-penta-fluoropropoxy)imidazo[1,5-a]pyridin-3-yl]-3-pyridyl]oxy]-2-methyl-propanenitrile C(C)S(=O)(=N)C=1C=C(C=NC1C1=NC=C2N1C=CC=C2OCC(C(F)(F)F)(F)F)OC(C#N)(C)C